COC1=CC=C(CCNC(=O)[C@H]2C(CCC[C@@H]2C)(C)C)C=C1 (1R,6S)-N-(4-methoxyphenethyl)-2,2,6-trimethylcyclohexane-1-carboxamide